CNC(OC1=CC=CC2=CC=CC=C12)=O 1-naphthyl methylcarbamate